BrC1=CC=C(C=C1)N1CC(CC1=O)N(C(=O)C=1N=C(SC1)C#C)C1=CC(=CC(=C1)OC)OC N-(1-(4-Bromophenyl)-5-oxopyrrolidin-3-yl)-N-(3,5-dimethoxyphenyl)-2-ethynylthiazole-4-carboxamide